2-{[4-(3-cyanophenyl)-6-propylquinolin-2-yl](methyl)amino}acetic acid C(#N)C=1C=C(C=CC1)C1=CC(=NC2=CC=C(C=C12)CCC)N(CC(=O)O)C